tert-butylphosphonic acid C(C)(C)(C)P(O)(O)=O